(2S,4S)-2-(2-allyl-4-(tert-butoxycarbonyl) phenyl)-4-hydroxypiperidine-1-carboxylate C(C=C)C1=C(C=CC(=C1)C(=O)OC(C)(C)C)[C@H]1N(CC[C@@H](C1)O)C(=O)[O-]